ClC=1C=C2C(=NC1)NC=C2/C=C/C(=O)NCC2=CC(=CC=C2)F (E)-3-(5-chloro-1H-pyrrolo[2,3-b]pyridin-3-yl)-N-(3-fluorobenzyl)acrylamide